N1CC2(CC1)C(NC1=CC=CC=C12)=O 1,2-dihydrospiro[indol-3,3'-pyrrolidin]-2-one